azole Copper [Cu].N1C=CC=C1